ClC1=C(C(=O)NC2=C3C(N(CC3=CC=C2)[C@H](C(C)(C)O)C2CC2)=O)C(=CC=C1F)F (S)-2-chloro-N-(2-(1-cyclopropyl-2-hydroxy-2-methylpropyl)-3-oxoisoindolin-4-yl)-3,6-difluorobenzamide